SCCCCCCCCCCC(=O)O 11-mercaptoundecanoic acid